BrC=1C=2N(C=C(C1)S(=O)(=O)N(CC1=CC=C(C=C1)OC)C1(CC1)C#N)C(=CN2)C(=O)NN 8-bromo-N-(1-cyanocyclopropyl)-3-(hydrazinocarbonyl)-N-(4-methoxybenzyl)imidazo[1,2-a]pyridine-6-sulfonamide